[(7S)-12-oxo-3-(1-tritylpyrazol-4-yl)-5-oxa-2-thia-8,11-diazatricyclo[6.4.1.04,13]trideca-1(13),3-dien-7-yl]methyl 4-methylbenzenesulfonate CC1=CC=C(C=C1)S(=O)(=O)OC[C@@H]1COC2=C(SC=3C(NCCN1C32)=O)C=3C=NN(C3)C(C3=CC=CC=C3)(C3=CC=CC=C3)C3=CC=CC=C3